N-[1-(2-{6-[(3r,5r)-3-amino-5-fluoropiperidine-1-carbonyl]-3-methylpyrazolo[1,5-a]pyridin-2-yl}-1-(cyclopropylmethyl)-1H-indol-6-yl)piperidin-4-yl]-N-methyl-methanesulfonamide N[C@H]1CN(C[C@@H](C1)F)C(=O)C=1C=CC=2N(C1)N=C(C2C)C=2N(C1=CC(=CC=C1C2)N2CCC(CC2)N(S(=O)(=O)C)C)CC2CC2